4-[(2R)-3-(3,4-dihydro-1H-isoquinolin-2-yl)-2-hydroxy-propyl]-8-[(3R)-1-ethylpyrrolidin-3-yl]oxy-2,3-dihydro-1,4-benzoxazepin-5-one C1N(CCC2=CC=CC=C12)C[C@H](CN1CCOC2=C(C1=O)C=CC(=C2)O[C@H]2CN(CC2)CC)O